N=1SC=C2C1C=CC=C2C2=NN(C(=C2C(F)(F)F)C(=O)NC2=CC(=NC=C2)C(F)(F)F)C 3-(benzo[c]isothiazol-4-yl)-1-methyl-4-(trifluoromethyl)-N-(2-(trifluoromethyl)pyridin-4-yl)-1H-pyrazole-5-carboxamide